(1RS,2SR,7SR,8SR,10E)-10-ethylidene-3-oxatricyclo[6.2.1.0~2,7~]undecan-4-one C(/C)=C\1/C[C@H]2[C@@H]3CCC(O[C@@H]3[C@@H]1C2)=O |r|